[2-(3-{[2-(6-Chloro-benzothiazol-2-ylamino)-1-methyl-1H-benzoimidazole-5-carbonyl]-amino}-pyrrolidin-1-yl)-ethyl]-carbamic acid tert-butyl ester C(C)(C)(C)OC(NCCN1CC(CC1)NC(=O)C1=CC2=C(N(C(=N2)NC=2SC3=C(N2)C=CC(=C3)Cl)C)C=C1)=O